dimethyldodecylamine CN(CCCCCCCCCCCC)C